O[C@@H]1[C@H](O[C@H]([C@@H]1O)N1C2=NC(=NC(=C2N=C1)NCC1=NC=CC(=C1)C)C=1C=NC=CC1)C(=O)NC (2S,3S,4R,5R)-3,4-Dihydroxy-N-methyl-5-(6-((4-methylpyridin-2-yl)methylamino)-2-(pyridine-3-yl)-9H-purin-9-yl)-tetrahydrofuran-2-carboxamide